BrCCC1CC1 1-(2-bromoethyl)cyclopropane